5-[3-[methyl(7H-pyrrolo[2,3-d]pyrimidin-4-yl)amino]pyrrolidin-1-yl]pyridine-2-carbonitrile CN(C1CN(CC1)C=1C=CC(=NC1)C#N)C=1C2=C(N=CN1)NC=C2